1-(3-(6-(dimethylamino)-3-(4-(trifluoromethyl)phenyl)-1H-pyrazolo[3,4-b]pyridin-1-yl)azetidin-1-yl)-2-fluoroprop-2-en-1-one CN(C1=CC=C2C(=N1)N(N=C2C2=CC=C(C=C2)C(F)(F)F)C2CN(C2)C(C(=C)F)=O)C